((2-amino-3-chloropyridin-4-yl)methoxy)-5-bromopyrazin-2-amine NC1=NC=CC(=C1Cl)COC=1C(=NC=C(N1)Br)N